N-((S)-1-(4-((R)-1-chloro-2-cyclopropylethyl)phenyl)ethyl)-2,2,2-trifluoroacetamide Cl[C@H](CC1CC1)C1=CC=C(C=C1)[C@H](C)NC(C(F)(F)F)=O